FC(CNC1CCC(CC1)N)F (1s,4s)-N1-(2,2-difluoroethyl)cyclohexane-1,4-diamine